ClC=1C(=NC(=NC1)NC=1C=NN(C1)C)N1C[C@@]2([C@](C1)(CN(C2=O)CC#N)C)C cis-2-(5-(5-chloro-2-((1-methyl-1H-pyrazol-4-yl)amino)pyrimidin-4-yl)-3a,6a-dimethyl-1-oxohexahydropyrrolo[3,4-c]pyrrol-2(1H)-yl)acetonitrile